3-(((3-(tert-butoxy)pyridin-4-yl)methyl)amino)-5-(2-chlorophenoxy)-4H-benzo[e][1,2,4]thiadiazine 1,1-dioxide C(C)(C)(C)OC=1C=NC=CC1CNC1=NS(C2=C(N1)C(=CC=C2)OC2=C(C=CC=C2)Cl)(=O)=O